Quinaldine N1=C(C)C=CC2=CC=CC=C12